(5S)-2-[2-(4-Fluorophenyl)ethyl]-3-oxo-2,3,5,6,7,8-hexahydro[1,2,4]triazolo[4,3-a]pyridin FC1=CC=C(C=C1)CCN1N=C2N(CCCC2)C1=O